ClC=1C=C(CC=2C=C3C(=NNC3=CC2)\C=C\C2=NC=CC=C2)C=CC1 (E)-5-(3-chlorobenzyl)-3-(2-(pyridin-2-yl)vinyl)-1H-indazole